N1(N=CC=C1)C[C@H]1N(C[C@@H](C1)N=[N+]=[N-])C(=O)OC(C)(C)C.C[SiH2]O[Si](O[Si](O[Si](C)(C)C)(C1=CC=CC=C1)C1=CC=CC=C1)(C1=CC=CC=C1)C1=CC=CC=C1 tetramethyl tetraphenyl-tetrasiloxane tert-Butyl (2S,4R)-2-((1H-pyrazol-1-yl)methyl)-4-azidopyrrolidine-1-carboxylate